1-[6-[6-(6-chloropyridazin-3-yl)oxypyrazolo[1,5-a]pyridin-3-yl]-3-(1-hydroxyethyl)pyridin-2-yl]-5-methylpyrazole-3-carbonitrile ClC1=CC=C(N=N1)OC=1C=CC=2N(C1)N=CC2C2=CC=C(C(=N2)N2N=C(C=C2C)C#N)C(C)O